N-phenyl-N-(1-(2-phenylacetyl)piperidin-4-yl)propionamide guanyloctyl-acetate C(N)(=N)CCCCCCCCOC(C)=O.C1(=CC=CC=C1)N(C(CC)=O)C1CCN(CC1)C(CC1=CC=CC=C1)=O